tert-butyl 2-(2,6-dimethylpyridin-4-yl)-3-isopropyl-5-(2-oxoethyl)-1H-indole-1-carboxylate CC1=NC(=CC(=C1)C=1N(C2=CC=C(C=C2C1C(C)C)CC=O)C(=O)OC(C)(C)C)C